ClC1=C(C2=C(N=N1)N(C(CC2)=O)[C@H]2CN(CCC2)C)C (R)-3-chloro-4-methyl-8-(1-methylpiperidin-3-yl)-5,8-dihydropyrido[2,3-c]pyridazin-7(6H)-one